1-methyl-2-oxo-2,3-dihydro-1H-benzimidazole-5-carboxamide trifluoroacetate salt FC(C(=O)O)(F)F.CN1C(NC2=C1C=CC(=C2)C(=O)N)=O